3,5-diiodo-1-hydroxyadamantane IC12CC3(CC(CC(C1)(C3)I)C2)O